3-Ethyl-7-methoxy-8-(1,2,3,4-tetrahydroquinoline-1-carbonyl)quinoxalin-2(1H)-one C(C)C=1C(NC2=C(C(=CC=C2N1)OC)C(=O)N1CCCC2=CC=CC=C12)=O